triazaborol N1N=NB=C1